N1-(2-(4-(piperazin-1-yl)phenyl)quinolin-4-yl)cyclobutane-1,3-diamine N1(CCNCC1)C1=CC=C(C=C1)C1=NC2=CC=CC=C2C(=C1)NC1CC(C1)N